5-piperidino-7-(N-(n-amyl)-N-(beta-hydroxyethyl)-amino)-s-triazolo(1,5-a)pyrimidine N1(CCCCC1)C1=NC=2N(C(=C1)N(CCO)CCCCC)N=CN2